4-(3,5-dichlorophenyl)-N-(2,3-dihydro-1,4-benzoxazin-4-yl)-8-morpholino-pyrido[3,2-d]pyrimidine-7-carboxamide ClC=1C=C(C=C(C1)Cl)C=1C2=C(N=CN1)C(=C(C=N2)C(=O)NN2CCOC1=C2C=CC=C1)N1CCOCC1